IC1=C2C=CC=NC2=C(C=C1)NC(CC(C=C)(C)C)=O N-(5-iodoquinolin-8-yl)-3,3-dimethylpent-4-enamide